6-(6-ethynyl-4-methylpyridin-3-yl)-5-(3-fluoro-4-((6-methylpyridin-2-yl)oxy)phenyl)-7-methyl-7H-pyrrolo[2,3-d]pyrimidin-4-amine C(#C)C1=CC(=C(C=N1)C1=C(C2=C(N=CN=C2N)N1C)C1=CC(=C(C=C1)OC1=NC(=CC=C1)C)F)C